C(C)N(C1=CC=C2C=C(C(OC2=C1)=O)C(=O)NN)CC 7-(diethylamino)-2-oxochromene-3-carbohydrazide